N[C@@H]1[C@@H](OCC12CCN(CC2)C=2N=CC(=NC2)SC=2C(=C(C=CC2)NC(=O)NS(=O)(=O)C2CCN(CC2)C)Cl)C N-((3-((5-((3S,4S)-4-amino-3-methyl-2-oxa-8-azaspiro[4.5]decan-8-yl)pyrazin-2-yl)thio)-2-chlorophenyl)carbamoyl)-1-methylpiperidine-4-sulfonamide